(S)-2-(4-chloro-phenoxy)-propoxyamine ClC1=CC=C(O[C@H](CON)C)C=C1